diethyl penta-2-enedioate C(C=CCC(=O)OCC)(=O)OCC